1-(8-bromo-7-(4-cyano-3-fluorophenyl)-3-oxo-3,4-dihydro-2H-pyrido[4,3-b][1,4]oxazin-5-yl)piperidin-4-yl-carbamate hydrochloride Cl.BrC1=C(N=C(C2=C1OCC(N2)=O)N2CCC(CC2)NC(O)=O)C2=CC(=C(C=C2)C#N)F